CC1=CC(=O)CC([C@]1(/C=C/[C@@H](C)O)O)(C)C The molecule is a (6S)-vomifoliol with a R configuration for the hydroxy group at position 9. It has a role as a phytotoxin and a metabolite. It is an enantiomer of a (6R,9S)-vomifoliol.